2,4-dibutyl-6-p-fluorophenyl-1,3,5-triazine C(CCC)C1=NC(=NC(=N1)CCCC)C1=CC=C(C=C1)F